2-(11-ethyl-1,7,9-triazatricyclo[6.3.1.04,12]dodeca-2,4(12),5,7-tetraen-2-yl)-7-fluoro-1-methyl-benzimidazole-5-carboxylic acid C(C)C1CNC2=NC=CC=3C=C(N1C32)C3=NC2=C(N3C)C(=CC(=C2)C(=O)O)F